C[C@H]1N([C@H](CNC1)C)CC1=CC=C(COC2=C3CN(C(C3=CC=C2)=O)C2C(NC(CC2)=O)=O)C=C1 3-(4-(4-(((2R,6S)-2,6-DIMETHYLPIPERAZIN-1-YL)METHYL)BENZYLOXY)-1-OXOISOINDOLIN-2-YL)PIPERIDINE-2,6-DIONE